2-((3-bromo-5-(trifluoromethoxy)benzyl)amino)pyrimidine-5-carboxylic acid ethyl ester C(C)OC(=O)C=1C=NC(=NC1)NCC1=CC(=CC(=C1)OC(F)(F)F)Br